S1C(=NC2=C1C=CC=C2)C2=C(C=CC=C2)O 2-(benzo[d]thiazole-2-yl)phenol